8-bromo-2-tosyl-2,3-dihydroisoquinolin-4(1H)-one BrC=1C=CC=C2C(CN(CC12)S(=O)(=O)C1=CC=C(C)C=C1)=O